2-phenyl-4,5-dihydro-1H-imidazole C1(=CC=CC=C1)C=1NCCN1